2-(difluoromethyl)-8-methyl-7-(3-(2-methyl-6,7-dihydropyrazolo[1,5-a]pyrimidin-4(5H)-yl)-7,8-dihydro-1,6-naphthyridin-6(5H)-yl)-4H-pyrimido[1,2-b]pyridazin-4-one FC(C=1N=C2N(N=C(C(=C2)C)N2CC=3C=C(C=NC3CC2)N2C=3N(CCC2)N=C(C3)C)C(C1)=O)F